(S)-2-amino-N-(2-oxo-2-((6-(trifluoromethoxy)benzo[d]thiazol-2-yl)amino)ethyl)pentanamide N[C@H](C(=O)NCC(NC=1SC2=C(N1)C=CC(=C2)OC(F)(F)F)=O)CCC